ClC=1C(=C(C#N)C=C(C1)C(C)(O)C1=CC=C(C=C1)C#C)OCCCl 3-chloro-2-(2-chloroethoxy)-5-(1-(4-ethynylphenyl)-1-hydroxyethyl)benzonitrile